C(CCCCCCCC)C(CN(CCCCCCCCC)CCCCCCCCC)N 1,N2,N2-trinonylethane-1,2-diamine